(E)-3-((3-(2-(2-(4-(azetidin-1-yl)-N-methylbut-2-enamido)acetamido)ethyl)phenyl)amino)-6-ethyl-5-(ethyl(methyl)amino)pyrazine-2-carboxamide N1(CCC1)C/C=C/C(=O)N(C)CC(=O)NCCC=1C=C(C=CC1)NC=1C(=NC(=C(N1)N(C)CC)CC)C(=O)N